C(C1=CC=CC=C1)SC=1OC=CC1C1=NC=CC=C1 2-(2-(benzylthio)furan-3-yl)pyridine